C(C)OC(=O)C1C=NC2=CC(=C(C=C2C1=O)F)F 6,7-difluoro-4-oxoquinoline-3-carboxylic acid ethyl ester